(Z)-1-phenyl-7-(pyridin-4-yl)hept-6-en-1-one C1(=CC=CC=C1)C(CCCC\C=C/C1=CC=NC=C1)=O